O[C@@H](CNC(=O)C1=CC=C(C=N1)N1CCN(CC1)C(=O)OC(C)(C)C)C (R)-tert-butyl 4-(6-((2-hydroxypropyl)carbamoyl)pyridin-3-yl)piperazine-1-carboxylate